FC1(C[C@H](CC1)[C@H](C(=O)NC1=NC=C(N=C1)C(F)(F)F)C1=CC=C(C=C1)C=1N=NN(N1)C)F (S)-2-((S)-3,3-Difluorocyclopentyl)-2-(4-(2-methyl-2H-tetrazol-5-yl)phenyl)-N-(5-(trifluoromethyl)pyrazin-2-yl)acetamide